CC=1C=CC=CC1 3-methylbenzene